C(C1=CC=CC=C1)OC(=O)N1CCN(CC1)C1CN(C1)C1=CC(=C(C(=C1)F)C=1C(=NC(=CC1)OCC1=CC=CC=C1)OCC1=CC=CC=C1)F 4-(1-(4-(2,6-bis(benzyloxy)pyridin-3-yl)-3,5-difluorophenyl)azetidin-3-yl)piperazine-1-carboxylic acid benzyl ester